Tert-butyl (1-(4-((4-(2-(4-((1s,3s)-3-aminocyclobutoxy)phenyl)propan-2-yl)phenoxy)methyl)pyrimidin-2-yl)-3-methylazetidin-3-yl)carbamate NC1CC(C1)OC1=CC=C(C=C1)C(C)(C)C1=CC=C(OCC2=NC(=NC=C2)N2CC(C2)(C)NC(OC(C)(C)C)=O)C=C1